FC1=C2[C@H](CCOC2=CC(=C1)F)O (S)-5,7-difluoro-chroman-4-ol